N[C@@H](C)C(=O)OC(CCCCCCC)=O.[Na] Sodium octanoyl alaninate